(E)-2,2-difluoro-4-iodo-3-methyl-1,4-diphenyl-3-buten-1-one FC(C(=O)C1=CC=CC=C1)(\C(=C(/C1=CC=CC=C1)\I)\C)F